C(C(=O)[O-])(=O)O HYDROGEN OXALATE